COCCN1C(=NC2=C1C=C(C=C2)C(=O)O)CN2CCC(CC2)C2=NC(=CC=C2)OCC2=CC(=CC=C2)C2=NOC(=N2)C 1-(2-methoxyethyl)-2-((4-(6-((3-(5-methyl-1,2,4-oxadiazol-3-yl)benzyl)oxy)pyridin-2-yl)piperidin-1-yl)methyl)-1H-benzo[d]imidazole-6-carboxylic acid